C1(CC1)C1=NN(C(=C1)C(F)(F)F)CC(=O)N1[C@H]([C@H](CC1)N1CC2C(C1)COC2)C2=C(C(=CC=C2)OC)C 2-[3-Cyclopropyl-5-(trifluoromethyl)pyrazol-1-yl]-1-[(2S,3S)-3-(1,3,3a,4,6,6a-hexahydrofuro[3,4-c]pyrrol-5-yl)-2-(3-methoxy-2-methyl-phenyl)pyrrolidin-1-yl]ethanone